[Si](C1=CC=CC=C1)(C1=CC=CC=C1)(C(C)(C)C)OCC(CC(C(=O)C1=NN(C2=C1CN(CC2)C(=O)OC(C)(C)C)C(=O)OC(C)(C)C)C(=O)OCC)=C di-tert-butyl 3-(4-(((tert-butyldiphenylsilyl)oxy)methyl)-2-(ethoxycarbonyl)pent-4-enoyl)-6,7-dihydro-1H-pyrazolo[4,3-c]pyridine-1,5(4H)-dicarboxylate